(4-(4-amino-7-(1-isobutyrylpiperidin-4-yl)pyrrolo[2,1-f][1,2,4]triazin-5-yl)phenyl)-1-isopropyl-3-(5-methylisoxazol-3-yl)-2,4-dioxo-1,2,3,4-tetrahydropyrimidine-5-carboxamide NC1=NC=NN2C1=C(C=C2C2CCN(CC2)C(C(C)C)=O)C2=CC=C(C=C2)C2=C(C(N(C(N2C(C)C)=O)C2=NOC(=C2)C)=O)C(=O)N